C1(CC1)C(C)OC1=CC=2N(C=C1C(=O)NC=1C=NN3C1N=CC(=C3)C)C=C(N2)C23COC(C2)(C3)C 7-(1-cyclopropylethoxy)-2-(1-methyl-2-oxabicyclo[2.1.1]hexan-4-yl)-N-(6-methylpyrazolo[1,5-a]pyrimidin-3-yl)imidazo[1,2-a]pyridine-6-carboxamide